propylimidazole chloride salt [Cl-].C(CC)C=1NC=CN1